FC1(C[C@H](N(C1)C)COC1=NN2C(C(=N1)O)=NC=C2CC2=CC=CC1=CC=CC=C21)F (S)-2-((4,4-difluoro-1-methylpyrrolidin-2-yl)methoxy)-7-(naphthalen-1-ylmethyl)imidazo[2,1-f][1,2,4]Triazin-4-ol